5-(3-(2-((5-methyl-2H-tetrazol-2-yl)methyl)-4-(trifluoromethyl)phenyl)propanoyl)-3,4,5,6-tetrahydropyrrolo[3,4-c]Pyrrole-2(1H)-carboxylic acid tert-butyl ester C(C)(C)(C)OC(=O)N1CC=2CN(CC2C1)C(CCC1=C(C=C(C=C1)C(F)(F)F)CN1N=C(N=N1)C)=O